2-[4-(cyclopropylmethyl)-3-oxo-piperazin-1-yl]-N-(2-sulfamoyl-4-pyridyl)-5-(trifluoromethyl)-pyridine-3-carboxamide C1(CC1)CN1C(CN(CC1)C1=NC=C(C=C1C(=O)NC1=CC(=NC=C1)S(N)(=O)=O)C(F)(F)F)=O